BrC1=CSC(=C1Br)Br 3,4,5-Tribromothiophen